1-((4'-(methoxymethyl)-[1,1'-biphenyl]-4-yl)amino)-2-methylpropan-2-ol COCC1=CC=C(C=C1)C1=CC=C(C=C1)NCC(C)(O)C